NC1=NC=C(C=N1)C=1N=C(C2=C(N1)C=C(S2)CN2CCN(CC2)C(=O)OC(C)(C)C)N2CCOCC2 tert-butyl 4-((2-(2-aminopyrimidin-5-yl)-4-morpholinothieno[3,2-d]pyrimidin-6-yl)methyl)piperazine-1-carboxylate